NC1=C(C=C(C2=C1CCO2)C(=O)NC2CCN(CC2)CCCCCC(=O)N[C@H]2CN(CCC2)CCCCCCCC(=O)OCC)Cl ethyl (R)-8-(3-(6-(4-(4-amino-5-chloro-2,3-dihydrobenzofuran-7-carboxamido)piperidin-1-yl)hexanamido)piperidin-1-yl)octanoate